(R)-N-((5-bromo-3-((S)-1-cyclopropylethyl)bicyclo[4.2.0]octa-1,3,5-trien-2-yl)carbamoyl)-2-(2-hydroxypropan-2-yl)thiazole-5-sulfonimidamide BrC=1C=C(C(=C2CCC12)NC(=O)N[S@](=O)(=N)C1=CN=C(S1)C(C)(C)O)[C@@H](C)C1CC1